1-(5-tert-butyl-isoxazol-3-yl)-3-[4-(6-methoxypurin-9-yl)-phenyl]-urea C(C)(C)(C)C1=CC(=NO1)NC(=O)NC1=CC=C(C=C1)N1C2=NC=NC(=C2N=C1)OC